[Si](C1=CC=CC=C1)(C1=CC=CC=C1)(C(C)(C)C)OC1CC(CCC1)(C(=O)OC)CC#N methyl 3-((tert-butyldiphenylsilyl)oxy)-1-(cyanomethyl)cyclohexanecarboxylate